(tert-butoxy)methanol C(C)(C)(C)OCO